OCCON(C1=CC=CC=C1)O (2-Hydroxyethoxy)anilinol